C(#N)C1=CC(=C(C=C1)COC=1C=NN(C1)C1CCN(CC1)CC=1N(C2=C(N1)C=CC(=C2)C(=O)OC)CC=2N(C=NC2)CC)F methyl 2-[[4-[4-[(4-cyano-2-fluoro-phenyl)methoxy]pyrazol-1-yl]-1-piperidyl]methyl]-3-[(3-ethylimidazol-4-yl)methyl]benzimidazole-5-carboxylate